C(C)(C)OC=1C=C2C(=NN(C2=CC1)C1OCCCC1)C1=NC=CC(=N1)C1=NNC(=C1)C 3-[2-(5-isopropoxy-1-tetrahydropyran-2-yl-indazol-3-yl)pyrimidin-4-yl]-5-methyl-pyrazole